CC1=NC=C2N1C=C(C=C2)C2=NC(=NC(=N2)NC(C)C=2N=C(SC2)C(F)(F)F)N 6-(3-methylimidazo[1,5-a]pyridin-6-yl)-N2-(1-(2-(trifluoromethyl)thiazol-4-yl)ethyl)-1,3,5-triazine-2,4-diamine